4-(((3S,4R)-1-((2,4-dichlorophenyl)sulfonyl)-4-hydroxy-4-(hydroxymethyl)pyrrolidin-3-yl)sulfonyl)-2,5-difluorobenzonitrile ClC1=C(C=CC(=C1)Cl)S(=O)(=O)N1C[C@@H]([C@@](C1)(CO)O)S(=O)(=O)C1=CC(=C(C#N)C=C1F)F